BrC1=C(SC(=C1Br)Br)C(=O)OC Methyl 3,4,5-tribromothiophene-2-carboxylate